O=S1(NCC(N1)=O)=O 1,1,4-trioxo-1,2,5-thiadiazolidin